N-(1-(1-(3-(trifluoro-methyl)-phenyl)ethyl)-1H-indol-5-yl)acrylamide glycidyl-methylbenzenesulfonate C(C1CO1)C=1C(=C(C=CC1)S(=O)(=O)O)C.FC(C=1C=C(C=CC1)C(C)N1C=CC2=CC(=CC=C12)NC(C=C)=O)(F)F